NC=1C=2N(C=CN1)C(=NC2Br)[C@H]2N(CCC2)C(=O)OC(C)(C)C tert-butyl (S)-2-(8-amino-1-bromoimidazo[1,5-a]pyrazin-3-yl)pyrrolidine-1-carboxylate